COC1=CC=2C3=C(NC2C=C1OCC(CN1CCCC1)OC)C=CN=C3N3CCCC3 1-{8-methoxy-7-[2-methoxy-3-(pyrrolidin-1-yl)propoxy]-5H-pyrido[4,3-b]indol-1-yl}pyrrolidine